N=1NC=C2C1N=C(C=N2)N[C@@H](C)C=2C=C(C=CC2)NC(CC2=NC=C(C=C2)C)=O (S)-N-(3-(1-((2H-pyrazolo[3,4-b]pyrazin-6-yl)amino)ethyl)phenyl)-2-(5-methylpyridin-2-yl)acetamide